N1NCN2C1=CC=CC2 tetrahydro-[1,2,4]triazolo[4,3-a]pyridin